5-(4-((3-ethyl-2-oxo-2,3-dihydro-1H-pyrimido[4,5,6-de]quinazolin-8-yl)methyl)piperazin-1-yl)-N-methylpyridineamide C(C)N1C(NC2=CC(=CC=3C2=C1N=CN3)CN3CCN(CC3)C=3C=CC(=NC3)C(=O)NC)=O